ClC=1C=C2C(C(N(C2=CC1)C)C)(C)C 5-chloro-1,3,3-trimethyl-2-methylindoline